tert-butyl 2-(2-methyl-6-(4-(trifluoromethyl)cyclohexyl)phenoxy)acetate CC1=C(OCC(=O)OC(C)(C)C)C(=CC=C1)C1CCC(CC1)C(F)(F)F